C(C)OCC E-ethyl ether